1-((1R,5S)-3-(8-fluoro-7-(3-hydroxynaphthalen-1-yl)-2-((tetrahydro-1H-pyrrolizin-7a(5H)-yl)methoxy)quinazolin-4-yl)-3,8-diazabicyclo[3.2.1]octan-8-yl)-2-(1H-imidazol-1-yl)ethan-1-one FC=1C(=CC=C2C(=NC(=NC12)OCC12CCCN2CCC1)N1C[C@H]2CC[C@@H](C1)N2C(CN2C=NC=C2)=O)C2=CC(=CC1=CC=CC=C21)O